C(#N)C1(CC1)NC(=O)[C@H]1N(C[C@@H](C1)SC1=C(C=C(C=C1)Br)C(F)(F)F)C(=O)C1(CC1)C(F)(F)F (2S,4R)-4-(4-bromo-2-trifluoromethyl-phenylsulfanyl)-1-(1-trifluoromethyl-cyclopropanecarbonyl)-pyrrolidine-2-carboxylic acid (1-cyano-cyclopropyl)-amide